diethylene glycol monoisotridecyl ether C(CCCCCCCCCC(C)C)OCCOCCO